trans-2-(2-acetylphenyl)cyclopropylamine C(C)(=O)C1=C(C=CC=C1)[C@H]1[C@@H](C1)N